COC1=C(C=C2OC3=C(C2=O)C=CC(=C3)O)C=CC(=C1OC)OC 2-(2,3,4-trimethoxybenzylidene)-6-hydroxybenzofuran-3(2H)-one